COC(C1=NC=C(C=C1)N1CCC(CC1)CO)=O 5-(4-(hydroxymethyl)piperidin-1-yl)picolinic acid methyl ester